1-((1-(6-amino-5-(2,3-dichlorophenyl)pyrazin-2-yl)-4-phenylpiperidin-4-yl)methyl)guanidine NC1=C(N=CC(=N1)N1CCC(CC1)(C1=CC=CC=C1)CNC(=N)N)C1=C(C(=CC=C1)Cl)Cl